C1N(CCC2=CC=CC=C12)C[C@H](CN1C(C2=CC=C(C=C2CC1)C=1C=NC(=CC1)F)=O)O 2-[(2R)-3-(3,4-Dihydro-1H-isochinolin-2-yl)-2-hydroxy-propyl]-6-(6-fluoro-3-pyridyl)-3,4-dihydroisochinolin-1-on